(E)-(4-(((4-((2-(aminomethyl)-3-fluoroallyl)oxy)-2-fluorophenyl)sulfonyl)methyl)piperidin-1-yl)(cyclopentyl)methanone NC/C(/COC1=CC(=C(C=C1)S(=O)(=O)CC1CCN(CC1)C(=O)C1CCCC1)F)=C\F